C1(CC1)C(=O)C=1C(=NC=NC1Cl)Cl cyclopropyl(4,6-dichloropyrimidin-5-yl)methanone